tert-butyl 3-(5-(1-ethoxyvinyl)pyridin-2-yl)-3-methoxypyrrolidine-1-carboxylate C(C)OC(=C)C=1C=CC(=NC1)C1(CN(CC1)C(=O)OC(C)(C)C)OC